(R)-(6-hydroxy-2-(4-hydroxyphenyl)benzo[b]thiophen-3-yl)(4-((1-isopropylpyrrolidin-3-yl)oxy)phenyl)methanone OC=1C=CC2=C(SC(=C2C(=O)C2=CC=C(C=C2)O[C@H]2CN(CC2)C(C)C)C2=CC=C(C=C2)O)C1